CC(C#C)NC(CNC(CN(S(=O)(=O)C)C1CCN(CC1)[C@H](C)C1=CC=CC2=CC=CC=C12)=O)=O N-(but-3-yn-2-yl)-2-(2-(N-(1-((R)-1-(naphthalen-1-yl)ethyl)piperidin-4-yl)methylsulfonamido)acetamido)acetamide